3-nitro-3'-aminobifurazan [N+](=O)([O-])C1(NON=C1)C1(NON=C1)N